4-((2-(Tert-butoxycarbonyl)-1,2,3,4-tetrahydroisoquinolin-7-yl)amino)-7-methoxy-1,8-naphthyridine-3-carboxylic acid ethyl ester C(C)OC(=O)C=1C=NC2=NC(=CC=C2C1NC1=CC=C2CCN(CC2=C1)C(=O)OC(C)(C)C)OC